(R)-4-((phenyl-4-d)methyl)-3-propionyloxypyrrolidin-2-one C1(=CC=C(C=C1)[2H])CC1[C@H](C(NC1)=O)OC(CC)=O